FC=1C=C2C(=CNC2=CC1F)CCC 1-(5,6-difluoro-1H-indol-3-yl)propane